FC1=C(C(=CC(=C1)OCCN1CC(C1)CF)F)[C@H]1N(C(CC2=C1NC1=CC=CC=C21)(C)C)CC(C)(C)F (1R)-1-[2,6-difluoro-4-[2-[3-(fluoromethyl)azetidin-1-yl]ethoxy]phenyl]-2-(2-fluoro-2-methyl-propyl)-3,3-dimethyl-4,9-dihydro-1H-pyrido[3,4-b]indole